N-((2-(2,6-Dioxopiperidin-3-yl)-1-oxoisoindolin-5-yl)methyl)-5-methoxy-1H-indole-2-carboxamide O=C1NC(CCC1N1C(C2=CC=C(C=C2C1)CNC(=O)C=1NC2=CC=C(C=C2C1)OC)=O)=O